O=C1NC(CCC1C=1C=CC(=NC1)CN1CCC(CC1)C=O)=O 1-((5-(2,6-dioxopiperidin-3-yl)pyridin-2-yl)methyl)piperidine-4-carbaldehyde